(2R,4R)-N-[4-(2,6-Difluorophenyl)-5-fluoro-1,2-benzoxazol-3-yl]-3,3-difluoro-2-(2-hydroxyethyl)-4-[(methanesulfonyl)amino]pyrrolidine-1-carboxamide FC1=C(C(=CC=C1)F)C1=C(C=CC2=C1C(=NO2)NC(=O)N2[C@@H](C([C@@H](C2)NS(=O)(=O)C)(F)F)CCO)F